2,2-diethyloctanoic acid C(C)C(C(=O)O)(CCCCCC)CC